(S)-3,3-difluoro-5-((4-((2-hydroxy-1-phenylethyl)amino)-5-(1,2,4-oxadiazol-5-yl)pyrimidin-2-yl)amino)isoindolin-1-one FC1(NC(C2=CC=C(C=C12)NC1=NC=C(C(=N1)N[C@H](CO)C1=CC=CC=C1)C1=NC=NO1)=O)F